tert-butyl (3S)-4-{4-[6-(2-cyano-6-fluoro-3-{[(3R)-3-fluoropyrrolidin-1-ylsulfonyl]amino}phenoxy)-4-oxoquinazolin-3-yl]phenyl}-3-methylpiperazine-1-carboxylate C(#N)C1=C(OC=2C=C3C(N(C=NC3=CC2)C2=CC=C(C=C2)N2[C@H](CN(CC2)C(=O)OC(C)(C)C)C)=O)C(=CC=C1NS(=O)(=O)N1C[C@@H](CC1)F)F